(4-(((2S,4R)-1-([1,1'-biphenyl]-4-yl)-5-ethoxy-4-methyl-5-oxopentan-2-yl)amino)-4-oxobutanoyl)glycine C1(=CC=C(C=C1)C[C@H](C[C@H](C(=O)OCC)C)NC(CCC(=O)NCC(=O)O)=O)C1=CC=CC=C1